N-((R)-((1s,2R,3s,5s,7R)-1,5-dichloroadamantan-2-yl)(phenyl)methyl)acetamide Cl[C@@]12[C@H]([C@@H]3C[C@@](C[C@H](C1)C3)(C2)Cl)[C@@H](NC(C)=O)C2=CC=CC=C2